CN(CC(=O)N1CCC(CC1)CNC(=O)C1=CC2=C(N(C(=N2)NC=2SC3=C(N2)C=CC(=C3)Cl)CCOC)C=C1)C 2-(6-Chloro-benzothiazol-2-ylamino)-1-(2-methoxy-ethyl)-1H-benzoimidazole-5-carboxylic acid [1-(2-dimethylamino-acetyl)-piperidin-4-ylmethyl]-amide